ClC=1C=CC(=NC1C(F)(F)F)[C@H](NC(=O)N1[C@@H](C(NCC1)=O)C)C1=CC=C(C=C1)C#N (2R)-N-((R)-(5-chloro-6-(trifluoromethyl)pyridin-2-yl)(4-cyanophenyl)methyl)-2-methyl-3-oxopiperazine-1-carboxamide